ClCC(CC(=O)[O-])O (-)-4-chloro-3-hydroxybutyrate